BrCC1=C(C=C(C(=C1)F)F)CBr 1,2-bis(bromomethyl)-4,5-difluoro-benzene